C(CN=C(C)C1=C(C=CC(=C1)C(F)(F)F)O)N=C(C)C1=C(C=CC(=C1)C(F)(F)F)O 2,2'-((Ethan-1,2-diylbis(azaneylylidene))bis(ethan-1-yl-1-yliden))bis(4-(trifluoromethyl)phenol)